C[C@@H](COC(=O)N1CCCC1)\C=C\C=C(/C)\[C@H]1C(C(CCCCC[C@H](/C=C/[C@@H]1C)NC(=O)N1CCN(CC1)C)=O)=O Pyrrolidine-1-carboxylic acid [(2r,3e,5e)-2-methyl-6-[(2s,3s,4e,6r)-3-methyl-6-[(4-methylpiperazine-1-carbonyl) amino]-12-oxo-1-oxocyclododeca-4-en-2-yl] hept-3,5-dienyl] ester